5-(2-dimethylamino-phenyl)-pyrazoline CN(C1=C(C=CC=C1)C1C=CNN1)C